4-(p-tolyl)piperidine-2-carboxamide dihydrochloride Cl.Cl.C1(=CC=C(C=C1)C1CC(NCC1)C(=O)N)C